6-[(2S)-2-aminopropyl]-5-butyl-2-chloro-N-[(furan-2-yl)methyl]-7H-pyrrolo[2,3-d]pyrimidin-4-amine N[C@H](CC1=C(C2=C(N=C(N=C2NCC=2OC=CC2)Cl)N1)CCCC)C